FC1=C2C(NC(=NC2=CC(=C1)N[C@H]1CN(CCC1)S(=O)(=O)C)CSC1CCOCC1)=O (R)-5-fluoro-7-((1-(methylsulfonyl)piperidin-3-yl)amino)-2-(((tetrahydro-2H-pyran-4-yl)thio)methyl)quinazolin-4(3H)-one